[6-[5-(1-hydroxycyclopropyl)-4H-1,2,4-triazol-3-yl]-2-azaspiro[3.3]heptan-2-yl]-[7-[[6-(trifluoromethyl)-3-pyridyl]methyl]-2-azaspiro[3.5]nonan-2-yl]methanone OC1(CC1)C=1NC(=NN1)C1CC2(CN(C2)C(=O)N2CC3(C2)CCC(CC3)CC=3C=NC(=CC3)C(F)(F)F)C1